C1(CC1)N1C(=NC(=C1)C(F)(F)F)C1=CC=C(CN2C3=NC(=NC=C3NC2=O)C=2C(=NC=NC2OC)C2CC2)C=C1 9-(4-(1-cyclopropyl-4-(trifluoromethyl)-1H-imidazol-2-yl)benzyl)-2-(4-cyclopropyl-6-methoxypyrimidin-5-yl)-7,9-dihydro-8H-purin-8-one